1-(3,4-diethoxyphenyl)-1H-imidazol-4-amine C(C)OC=1C=C(C=CC1OCC)N1C=NC(=C1)N